1-[(tert-butoxy)carbonyl]-(±)-trans-3-amino-4-methylpyrrolidine C(C)(C)(C)OC(=O)N1C[C@H]([C@@H](C1)C)N |r|